6-(6-trifluoromethylpyridin-2-yl)-1,3,5-triazine-2,4(1H,3H)-dione FC(C1=CC=CC(=N1)C1=NC(NC(N1)=O)=O)(F)F